tert-butyl ((2-(3-(difluoromethoxy)-4-fluoro-1H-pyrazol-1-yl)-1,6-naphthyridin-7-yl)methyl)carbamate FC(OC1=NN(C=C1F)C1=NC2=CC(=NC=C2C=C1)CNC(OC(C)(C)C)=O)F